bromo-2-(bromomethyl)benzene BrC1=C(C=CC=C1)CBr